N-(3-(2-chloro-5-fluorophenyl)-7-methoxy-1-carbonyl-2,3-dihydro-1H-pyrrolo[3,4-f]quinolin-4-yl)-3-hydroxy-3-(trifluoromethyl)indoline-2,2-d2-1-carboxamide ClC1=C(C=C(C=C1)F)C1NC(C2=C3C=CC(=NC3=CC(=C21)NC(=O)N2C(C(C1=CC=CC=C21)(C(F)(F)F)O)([2H])[2H])OC)=C=O